1-undecanecarboxylic acid C(CCCCCCCCCC)C(=O)O